C(C)OC(\C=C\C1=C(C=NC=C1)N)=O (E)-3-(3-amino-4-pyridyl)prop-2-enoic acid ethyl ester